2-(1-piperidinyl)ethylamine N1(CCCCC1)CCN